3-amino-8-bromo-N-(3-fluoropropyl)-N-(4-methoxybenzyl)imidazo[1,2-a]pyridine-2-carboxamide NC1=C(N=C2N1C=CC=C2Br)C(=O)N(CC2=CC=C(C=C2)OC)CCCF